ClC=1C=C(C=CC1C#N)CN(C(C)=O)C N-[(3-chloro-4-cyano-phenyl)methyl]-N-methylacetamid